FC1([C@@H](C1)CC=1NC=C(N1)CC1=CC=NC=C1)F (R)-4-((2-((2,2-Difluorocyclopropyl)methyl)-1H-imidazol-4-yl)methyl)pyridine